5,12b-(epiminoethano)naphtho[1,2-g]quinoxalin-10-ol C1C=CC=C2C3=CC=4C(=CC=5N=C(C=NC5C4)O)C12CCN3